2-(methoxymethyl)-N-(quinolin-8-yl)but-3-enamide COCC(C(=O)NC=1C=CC=C2C=CC=NC12)C=C